ClC=1C(=NC=CC1SC1=CN=C2C(=N1)NC(=N2)N2CCC1(CC2)[C@@H](C=2C(=NC=CC2)C1)N)NC1CC1 (S)-1'-(6-((3-chloro-2-(cyclopropylamino)pyridin-4-yl)thio)-1H-imidazo[4,5-b]pyrazin-2-yl)-5,7-dihydrospiro[cyclopenta[b]pyridine-6,4'-piperidin]-5-amine